3-(1-oxo-5-((4-((4',5,5-trimethyl-3,4,5,6-tetrahydro-[1,1'-biphenyl]-2-yl)methyl)piperazin-1-yl)methyl)isoindolin-2-yl)piperidine-2,6-dione O=C1N(CC2=CC(=CC=C12)CN1CCN(CC1)CC1=C(CC(CC1)(C)C)C1=CC=C(C=C1)C)C1C(NC(CC1)=O)=O